NC1=NC2=C(C3=CN=CC=C13)C=C(C=C2)C(=O)N([C@@H]2CCC1=CC(=CC=C21)C(F)(F)F)[C@H](C)C2=NC=CC=N2 5-amino-N-((R)-1-(pyrimidin-2-yl)ethyl)-N-((R)-5-(trifluoromethyl)-2,3-dihydro-1H-inden-1-yl)benzo[c][2,6]naphthyridin-9-carboxamide